3-(5-oxohexyloxy)pyrrolidine-1-carboxylic acid tert-butyl ester C(C)(C)(C)OC(=O)N1CC(CC1)OCCCCC(C)=O